3-(dimethylamino)propyl (4-cyano-2-(2,3,5-trichlorophenyl)oxazol-5-yl)(methyl)carbamate C(#N)C=1N=C(OC1N(C(OCCCN(C)C)=O)C)C1=C(C(=CC(=C1)Cl)Cl)Cl